2-((3-cyclohexyl-1,2,4-oxadiazol-5-yl)methyl)acrylic acid C1(CCCCC1)C1=NOC(=N1)CC(C(=O)O)=C